C(=O)(O)COC1=CC=C2CC(C3(C2=C1)CCC(CC3)(C(=O)O)NC3=CC(=CC=C3)Cl)C[C@H](COC3=CC=NC=1CCC[C@H](C31)C)C 6'-(carboxymethoxy)-4-(3-chloroanilino)-2'-[(2R)-2-methyl-3-{[(5R)-5-methyl-5,6,7,8-tetrahydroquinolin-4-yl]oxy}propyl]-2',3'-dihydrospiro[cyclohexane-1,1'-indene]-4-carboxylic acid